C1CC12NCCN(C2)C2=CC=C(C=C2)NC=2N=CC1=C(N2)N(C(C=C1C#C)=O)C1=CC=CC=C1 2-[(4-{4,7-Diazaspiro[2.5]octan-7-yl}phenyl)amino]-5-ethynyl-8-phenylpyrido[2,3-d]pyrimidin-7-one